C(C1=CC=CC=C1)(=O)O.CCN1C(C=2C(=C(C(=NC2C)C)C)C)(CCC1)C hexamethylnicotine benzoate